10-(4-(dibenzo[b,d]thiophen-4-yl)-3,5,6-tris(3,6-diphenyl-9H-carbazol-9-yl)pyridin-2-yl)-10H-phenoxazine C1=CC=C(C=2SC3=C(C21)C=CC=C3)C3=C(C(=NC(=C3N3C2=CC=C(C=C2C=2C=C(C=CC32)C3=CC=CC=C3)C3=CC=CC=C3)N3C2=CC=C(C=C2C=2C=C(C=CC32)C3=CC=CC=C3)C3=CC=CC=C3)N3C2=CC=CC=C2OC=2C=CC=CC32)N3C2=CC=C(C=C2C=2C=C(C=CC32)C3=CC=CC=C3)C3=CC=CC=C3